OC1=C(C=C(C=C1OC)C(=O)C=1N=C(SC1)C1=CC=CC=C1)OC (4-hydroxy-3,5-dimethoxyphenyl)(2-phenylthiazol-4-yl)methanone